CC1OCC1 (trans)-2-methyloxetan